The molecule is a 3-oxo monocarboxylic acid that is benzoylacetic acid substituted at position 2 on the benzene ring by an amino group. It has a role as a bacterial metabolite. It is a 3-oxo monocarboxylic acid and a substituted aniline. It derives from a 3-phenylpropionic acid. It is a conjugate acid of a 2-aminobenzoylacetate. C1=CC=C(C(=C1)C(=O)CC(=O)O)N